Cl.C(C)C1=CC=C(OCCCC2=CC=C(C=C2)NC(=O)N2CCNCC2)C=C1 N-(4-(3-(4-ethylphenoxy)propyl)phenyl)piperazine-1-carboxamide hydrochloride